potassium (2,2-difluorocyclopropyl)trifluoroborate FC1(C(C1)[B-](F)(F)F)F.[K+]